trifluoromethanesulfonyl-lithium FC(S(=O)(=O)[Li])(F)F